C(C)OC(=O)C=1N=C(SC1C1CN(C1)C(CC1=CC=CC=C1)=O)N(C)C=1N=NC(=C(C1)C)NC=1SC2=C(N1)C=CC=C2.NCCC[Si](OCC)(OCC)OCC 3-Aminopropyl-triethoxysilan ethyl-2-({6-[(1,3-benzothiazol-2-yl)amino]-5-methylpyridazin-3-yl}(methyl)amino)-5-[1-(2-phenylacetyl)azetidin-3-yl]-1,3-thiazole-4-carboxylate